P1(=O)(OCCCCO1)[O-].C(CN)N.[NH4+] ammonium ethylenediamine tetramethylene phosphate